1-(2H-naphthaleno[1,8-bc]furan-5-yl)-5-trifluoromethyl-N-(2-trifluoromethylpyridin-4-yl)-1H-pyrazole-4-carboxamide O1C=2C3=C(C1)C=CC(=C3C=CC2)N2N=CC(=C2C(F)(F)F)C(=O)NC2=CC(=NC=C2)C(F)(F)F